F[C@@]1(CN(CCC1)C(=O)OC(C)(C)C)CO tert-butyl (S)-3-fluoro-3-(hydroxymethyl)piperidine-1-carboxylate